1,2,3,4,5,6-hexahydro[1,5]diazocine N1CCCNCC=C1